4-methyl-pentanoic acid methyl ester dihydrochloride Cl.Cl.COC(CCC(C)C)=O